OC1=C(C=CC(=C1)CCCCCCCCCCCCCCC)C(C)=O 1-(2-Hydroxy-4-pentadecylphenyl)ethanone